N=1C=CN2C1C=CC=C2S(=O)(=O)CCC(=O)N2[C@H](CN(CC2)C=2C(=CC(=NC2)C#N)C)C 5-[(3S)-4-(3-{imidazo[1,2-a]pyridine-5-sulfonyl}propanoyl)-3-methylpiperazin-1-yl]-4-methylpyridine-2-carbonitrile